C1=CC=CC2=CC3=CC=CC=C3C(=C12)C1=CC=CC2=C1P(CO2)C(C)(C)C 4-(anthracen-9-yl)-3-(tert-butyl)-2,3-dihydrobenzo[d][1,3]oxaphosphole